C(C)(C)OC=1C(=CC(=NC1)C1=NSC(=N1)NC1=NC=CC=C1C(=O)N1CCCC1)C(F)(F)F (2-(3-(5-isopropoxy-4-(trifluoromethyl)pyridin-2-yl)-1,2,4-thiadiazol-5-ylamino)pyridin-3-yl)(pyrrolidin-1-yl)methanone